ClC1=CC(=C(C=C1)S(=O)(=O)Cl)OC 4-chloro-2-methoxybenzene-1-sulfonyl chloride